4-[[3-fluoro-2-methoxy-propyl]-[4-(5,6,7,8-tetrahydro-1,8-naphthyridin-2-yl)butyl]amino]-2-[[3-fluoro-5-(trifluoromethyl)pyridine-4-carbonyl]amino]butanoic acid FCC(CN(CCC(C(=O)O)NC(=O)C1=C(C=NC=C1C(F)(F)F)F)CCCCC1=NC=2NCCCC2C=C1)OC